4-[[tetrahydrofuran-2-yl]methyl-[4-(5,6,7,8-tetrahydro-1,8-naphthyridin-2-yl)butyl]amino]-2-[[3-(trifluoromethyl)pyridine-2-carbonyl]amino]butanoic acid O1C(CCC1)CN(CCC(C(=O)O)NC(=O)C1=NC=CC=C1C(F)(F)F)CCCCC1=NC=2NCCCC2C=C1